O=C1CCOC12CN(CCC2)C(=O)OC(C)(C)C tert-butyl 4-oxo-1-oxa-7-azaspiro[4.5]decane-7-carboxylate